FC(C=1C=C(C=CC1)N1CCN(CC1)C(C1=C(C=CC=C1)NC1=CC=NC2=CC(=CC=C12)C(F)(F)F)=O)(F)F 1-[3-(trifluoromethyl)phenyl]-4-{2-[(7-trifluoromethylquinolin-4-yl)amino]Benzoyl}piperazine